[Zn].C(CCCCCCCCCCC)(=O)O Dodecanoic acid Zinc